2-(2-(2,6-dimethylpyridin-4-yl)-3-isopropyl-1H-indol-5-yl)oxazole-4-carboxamide CC1=NC(=CC(=C1)C=1NC2=CC=C(C=C2C1C(C)C)C=1OC=C(N1)C(=O)N)C